C(C)(C)(C)OC(=O)N1CCC(=CC1)CN1CCC2(CN(C2)C=2N=CN=NC2OC2=C(C=C(C=C2)F)C(N(C(C)C)C(C)C)=O)CC1 4-((2-(6-(2-(diisopropylcarbamoyl)-4-fluorophenoxy)-1,2,4-triazine-5-yl)-2,7-diazaspiro[3.5]nonan-7-yl)methyl)-3,6-dihydropyridine-1(2H)-carboxylic acid tert-butyl ester